C1(=CC=CC=C1)C1CCN(CC1)C=1C=C2C(=CN(C2=CC1)S(=O)(=O)CC1=CC=CC=C1)C=O 5-(4-phenylpiperidin-1-yl)-1-toluenesulfonyl-1H-indole-3-carbaldehyde